4-((1-(3-(1,1-difluoroethyl)-2-fluorophenyl)ethyl)amino)-2,6-dimethyl-6H-[1,4]oxazin FC(C)(F)C=1C(=C(C=CC1)C(C)NN1C=C(OC(C1)C)C)F